NC1(CCCC1)C(=O)O Cycloleucin